(furan-2-yl)-5,6-dihydro-4H-1,3-oxazine O1C(=CC=C1)C=1OCCCN1